methyl (S)-2-((2-(2,6-difluoro-4-(1H-1,2,4-triazol-1-yl)phenyl)-7-methylimidazo[1,2-a]pyridin-3-yl)methyl)morpholine-4-carboxylate FC1=C(C(=CC(=C1)N1N=CN=C1)F)C=1N=C2N(C=CC(=C2)C)C1C[C@H]1CN(CCO1)C(=O)OC